chlorophenyl-(diisopropylamino)phosphine ClP(N(C(C)C)C(C)C)C1=CC=CC=C1